dioxygen 6-(3-methoxyphenyl)-1-p-toluenesulfonyl-2,3,4,7-tetrahydro-1H-azepin-3-ol COC=1C=C(C=CC1)C1=CCC(CN(C1)S(=O)(=O)C1=CC=C(C)C=C1)O.[O].[O]